(S)-5,6-dichloro-1'-(2-((S)-pyrrolidin-3-yl)acetyl)spiro[indoline-3,3'-pyrrolidin]-2-one ClC=1C=C2C(=CC1Cl)NC([C@]21CN(CC1)C(C[C@H]1CNCC1)=O)=O